((S)-6,8-dichloro-1-methyl-3,4-dihydroisoquinolin-2(1H)-yl)((2R,6S)-6-(methoxymethyl)morpholin-2-yl)methanone trifluoroacetic acid salt FC(C(=O)O)(F)F.ClC=1C=C2CCN([C@H](C2=C(C1)Cl)C)C(=O)[C@H]1CNC[C@H](O1)COC